CC1(C(=CC2=CC=CC=C12)B(O)O)C 1,1-dimethyl-1H-inden-2-ylboronic acid